CN(CCN(CCC=1SC(=C(N1)C(F)(F)F)C(=O)NC(C)C1=CC(=CC=C1)N(C)C)C)C 2-[2-[[2-(dimethylamino)ethyl]methylamino]ethyl]-N-[1-[3-(dimethylamino)phenyl]ethyl]-4-(trifluoromethyl)-5-thiazolecarboxamide